FC=1C=C2C(=C(C(NC2=CC1)=O)C(=O)OCC)C1=CC=CC=C1 ethyl 6-fluoro-2-oxo-4-phenyl-1,2-dihydroquinoline-3-carboxylate